tert-butyl 2-((4-(trifluoromethyl)pyridin-3-yl)oxy)-8-azaspiro[4.5]decane-8-carboxylate FC(C1=C(C=NC=C1)OC1CC2(CC1)CCN(CC2)C(=O)OC(C)(C)C)(F)F